BrC1=CC2=C(C3=CC=CC=C3C(=C2C=C1)C1=CC=2NC3=CC=CC=C3C2C=C1)C1=CC=2NC3=CC=CC=C3C2C=C1 2-bromo-9,10-bis(carbazol-2-yl)anthracene